4-chloro-6-[1,5-dimethyl-4-(2-thienylmethyl)pyrazol-3-yl]pyrimidin-2-amine ClC1=NC(=NC(=C1)C1=NN(C(=C1CC=1SC=CC1)C)C)N